FC(C(=O)O)(F)F.FC1=C(C=C(C=C1)C=1C=C2C(=NC1)C=NN2CC=2C=NC=C(C2)C)C 6-(4-Fluoro-3-methyl-phenyl)-1-[(5-methyl-3-pyridyl)methyl]pyrazolo[4,3-b]pyridine trifluoroacetate Salt